(2R,3R)-2-methyl-3-(methylsulfonylamino)azetidine-1-carboxylic acid tert-butyl ester C(C)(C)(C)OC(=O)N1[C@@H]([C@@H](C1)NS(=O)(=O)C)C